N1(C[C@@H](NCC1)C(=O)OC)C(=O)OC(C)(C)C 1-tert-butyl 3-methyl (3R)-piperazine-1,3-dicarboxylate